C1(CCC1)[C@@H](C)NC(=O)[C@H]1CN(CC[C@@H]1NC(=O)C1=NOC(=C1)C1=C(C=C(C=C1F)F)F)CC1CC1 (3S,4S)-1-Cyclopropylmethyl-4-{[5-(2,4,6-trifluoro-phenyl)-isoxazole-3-carbonyl]-amino}-piperidine-3-carboxylic acid ((R)-1-cyclobutyl-ethyl)-amide